CC1=C(C=CC(=C1)OCC(N1CCC(CC1)OC1CCNCC1)=O)N1C(NC(CC1)=O)=O 1-[2-Methyl-4-[2-oxo-2-[4-(4-piperidyloxy)-1-piperidyl]ethoxy]phenyl]hexahydropyrimidine-2,4-dione